5-(benzyloxy)-6-methoxy-2-(6-methyl-benzo[d]oxazol-2-yl)-1,2,3,4-tetrahydro-isoquinoline-3-carboxylic acid C(C1=CC=CC=C1)OC1=C2CC(N(CC2=CC=C1OC)C=1OC2=C(N1)C=CC(=C2)C)C(=O)O